C(CC=C)N1C(C2=C(C(=C1)C#CC(C)(C)O)C(=C(N2)C)C(=O)OCC)=O ethyl 6-but-3-enyl-4-(3-hydroxy-3-methyl-but-1-ynyl)-2-methyl-7-oxo-1H-pyrrolo[2,3-c]pyridine-3-carboxylate